CC=1C=C(C=C(C1OCCN1CCOCC1)C)C1=NC2=CC(=CC(=C2C(N1)=O)OC)OC 2-(3,5-dimethyl-4-(2-morpholinoethoxy)phenyl)-5,7-dimethoxyquinazolin-4(3H)-one